N-[5-[4-[[4-(dimethylamino)pyrimidin-2-yl]amino]cyclohexoxy]-7-morpholino-1,6-naphthyridin-3-yl]methanesulfonamide CN(C1=NC(=NC=C1)NC1CCC(CC1)OC1=C2C=C(C=NC2=CC(=N1)N1CCOCC1)NS(=O)(=O)C)C